(E)-(5-(((4-amino-6-hydroxy-2-mercaptopyrimidin-5-yl)imino)methyl) furan-2-yl)methylacetate NC1=NC(=NC(=C1\N=C\C1=CC=C(O1)COC(C)=O)O)S